F[C@H]1CN(CC[C@H]1NC1=C2C=C(N(C2=CC=C1)CC(F)(F)F)C#CCNC1=C(C=C(C(=O)NCC(CO)OC)C=C1)OC)C 4-((3-(4-(((3S,4R)-3-fluoro-1-methylpiperidin-4-yl)amino)-1-(2,2,2-trifluoroethyl)-1H-indol-2-yl)prop-2-yn-1-yl)amino)-N-(3-hydroxy-2-methoxypropyl)-3-methoxybenzamide